imidazo[4,5-b]pyridine-carboxylate N1C(=NC2=NC=CC=C21)C(=O)[O-]